CC1=NOC(=C1C=1C=CC(=C(C1)NC1=CC=C(C=C1)C1(CC1)C#N)C)C 1-(4-((5-(3,5-dimethylisoxazol-4-yl)-2-methylphenyl)amino)phenyl)cyclopropane-1-nitrile